C1(=CC=CC=C1)N1C2=CC=C(C=C2C=2C=CC=CC12)N1C2=CC=CC=C2C=2C=CC=CC12 9-(9-phenyl-9H-carbazol-6-yl)-9H-carbazole